N1(CCCCCC1)CC1=CN=C(S1)COC1=C2C(N(C(=NC2=CC=C1)C)C1C(NC(CC1)=O)=O)=O 3-(5-((5-(azepan-1-ylmethyl)thiazol-2-yl)methoxy)-2-methyl-4-oxoquinazolin-3(4H)-yl)piperidine-2,6-dione